6-(2,4-difluorophenyl)-2-(4-fluorophenoxymethyl)imidazo[1,2-a]pyrimidine FC1=C(C=CC(=C1)F)C=1C=NC=2N(C1)C=C(N2)COC2=CC=C(C=C2)F